N-(1-(Tert-butyl)-5-fluoro-1H-pyrazol-4-yl)-4-methyl-3-(2-methyl-8-morpholinoimidazo[1,2-a]pyridin-6-yl)benzamide C(C)(C)(C)N1N=CC(=C1F)NC(C1=CC(=C(C=C1)C)C=1C=C(C=2N(C1)C=C(N2)C)N2CCOCC2)=O